2,3-dihydrobenzofuran-6-ylacetate O1CCC2=C1C=C(C=C2)CC(=O)[O-]